2,2'-(cyclohexane-1,1-diyl)-diethanol C1(CCCCC1)(CCO)CCO